FC1=CC=C2C3=C(NC2=C1)C(=NC(=C3)C(=O)O)C3=CC=C(C=C3)OCC3=COC=C3 7-fluoro-1-(4-(furan-3-ylmethoxy)phenyl)-9H-pyrido[3,4-b]indole-3-carboxylic acid